FC=1C(=C(C=CC1)C1CCN(CC1)C(=O)C1=NNC2=C1CN(CC2)C(=O)NC)C(F)(F)F 3-(4-(3-fluoro-2-(trifluoromethyl)phenyl)piperidine-1-carbonyl)-N-methyl-6,7-dihydro-1H-pyrazolo[4,3-c]pyridine-5(4H)-carboxamide